O1C(OCC1)C1=C(C=CC=C1OCC1=CC=C(C=C1)OC)B1OC(C(O1)(C)C)C 2-(2-(1,3-dioxolan-2-yl)-3-((4-methoxybenzyl)oxy)phenyl)-4,4,5-trimethyl-1,3,2-dioxaborolane